1-(1-methylpiperidin-4-yl)-3-(4-oxo-1,4-dihydroquinazolin-2-yl)guanidine CN1CCC(CC1)NC(=N)NC=1NC2=CC=CC=C2C(N1)=O